methyl 6-(4-(4-methoxyphenoxy)piperidin-1-yl)-5-methylpyridazine-3-carboxylate COC1=CC=C(OC2CCN(CC2)C2=C(C=C(N=N2)C(=O)OC)C)C=C1